3-(4-methoxyphenyl)-(E)-2-propenoic acid ethyl ester C(C)OC(\C=C\C1=CC=C(C=C1)OC)=O